C(C=C)(=O)N1CCN(CC1)CC1=CC=C(C=C1)[C@H](C)NC=1N=CC2=C(N1)N(C(C=C2)=O)[C@H](C(C)C)C 2-{(S)-1-[4-(4-propenoyl-piperazin-1-ylmethyl)-phenyl]-ethylamino}-8-((S)-1,2-dimethyl-propyl)-8H-pyrido[2,3-d]Pyrimidin-7-one